ClC1=CC=C(C=C1)C=1C(=NC=NC1S)S 5-(4-chloro-phenyl)-pyrimidine-4,6-dithiol